1-methyl-7-(pyrimidin-5-yl)-1H-benzo[d]imidazole-5-carboxylic acid CN1C=NC2=C1C(=CC(=C2)C(=O)O)C=2C=NC=NC2